2-((trifluoromethoxy)methyl)cyclopropanecarboxylic acid FC(OCC1C(C1)C(=O)O)(F)F